3-cyclopropylpropionate C1(CC1)CCC(=O)[O-]